CCCCCCCCCCCCCCCCCCC(=O)N[C@@H](CO)[C@@H]([C@@H](CCCCCCCCCCC(C)C)O)O The molecule is a N-acyl-4-hydroxy-15-methylhexadecasphinganine in which the acyl group has 19 carbons and 0 double bonds. It derives from a 15-methylhexadecaphytosphingosine.